OC(CCCC)C1=C(C(=O)O)C=CC=C1 2-(1-hydroxy-n-pentyl)benzoic acid